(6R)-6-{[7-chloro-2-(1-cyclopropyl-1H-pyrazol-4-yl)[1,2,4]triazolo[1,5-c]quinazolin-5-yl]amino}-1,4-diazepin-5-one ClC1=CC=CC=2C=3N(C(=NC12)NC=1C(N=CC=NC1)=O)N=C(N3)C=3C=NN(C3)C3CC3